N-cyclohexyl-4-[(7-trifluoromethylquinolin-4-yl)amino]benzamide dimethyl-(4-(3-amino-6-(5-methylthiophen-2-yl)pyrazine-2-carboxamido)phenylsulfonyl)methylphosphonate COP(OC)(=O)CS(=O)(=O)C1=CC=C(C=C1)NC(=O)C1=NC(=CN=C1N)C=1SC(=CC1)C.C1(CCCCC1)NC(C1=CC=C(C=C1)NC1=CC=NC2=CC(=CC=C12)C(F)(F)F)=O